trans-acrylate C(C=C)(=O)[O-]